CC1=C(CCCC1)C 1,2-DIMETHYL-CYCLOHEXENE